NC=1C(NC2=C3C=CC=NC3=C(C=C2C1C1=C2C=NNC2=C(C=C1)F)OC[C@@H](C)OC)=O 3-amino-4-(7-fluoro-1H-indazol-4-yl)-6-[(2R)-2-methoxypropoxy]-1H-1,7-phenanthrolin-2-one